2-(ethylthio)-2-thiazoline C(C)SC=1SCCN1